BrC=1CC2=CC=C(C(=C2C1)Cl)Cl 2-bromo-4,5-dichloro-1H-indene